COC1=C(C=CC=C1)N1C=CC2=C1N=CNC2=O 7-(2-methoxyphenyl)-3,7-dihydro-4H-pyrrolo[2,3-d]pyrimidin-4-one